2-((4-(2-(4-chlorophenoxy)acetyl)piperazin-1-yl)methyl)-3-(2-isopropoxy-5-(2-(4-(pyridazin-3-yl)piperazin-1-yl)acetyl)phenyl)quinazolin-4(3H)-one ClC1=CC=C(OCC(=O)N2CCN(CC2)CC2=NC3=CC=CC=C3C(N2C2=C(C=CC(=C2)C(CN2CCN(CC2)C=2N=NC=CC2)=O)OC(C)C)=O)C=C1